BrCC1=CC(=CN=N1)C1C(NC(CC1)=O)=O 3-(6-(Bromomethyl)pyridazin-4-yl)piperidine-2,6-dione